6-ethoxy-2-(4-fluorobenzyl)-1-oxoisoindoline-5-carboxylic acid C(C)OC1=C(C=C2CN(C(C2=C1)=O)CC1=CC=C(C=C1)F)C(=O)O